1-((3S,4R)-3-fluoro-4-((5-(1-isopropyl-1H-benzo[d][1,2,3]triazol-6-yl)-4-methoxypyrrolo[2,1-f][1,2,4]triazin-2-yl)amino)pyrrolidin-1-yl)ethan-1-one F[C@H]1CN(C[C@H]1NC1=NN2C(C(=N1)OC)=C(C=C2)C=2C=CC1=C(N(N=N1)C(C)C)C2)C(C)=O